2-(3,5-bis-trifluoromethyl-phenyl)-N-[4-(4-fluoro-2-methyl-phenyl)-1-methanesulfonylmethyl-1H-pyrazolo[3,4-b]-pyridin-5-yl]-N-methyl-isobutyramide FC(C=1C=C(C=C(C1)C(F)(F)F)C(C(=O)N(C)C=1C(=C2C(=NC1)N(N=C2)CS(=O)(=O)C)C2=C(C=C(C=C2)F)C)(C)C)(F)F